(3S)-3-acetamido-4-((1-((2-methyl-5-(2-(piperidin-3-yl)ethoxy)benzyl)amino)-1-oxo-4-(pyridin-3-yl)butan-2-yl)amino)-4-oxobutanoic acid C(C)(=O)N[C@@H](CC(=O)O)C(=O)NC(C(=O)NCC1=C(C=CC(=C1)OCCC1CNCCC1)C)CCC=1C=NC=CC1